ClC1=CC2=C(N=CN=C2NC2=CC(=C(C=C2)OC2=CC3=C(N(N=N3)C)C=C2)F)C=N1 6-chloro-N-(3-fluoro-4-((1-methyl-1H-benzo[d][1,2,3]triazol-5-yl)oxy)phenyl)pyrido[3,4-d]pyrimidin-4-amine